triazolo[4,5-b]pyridin-3-yl 6-methylpyrazolo[1,5-a]pyridine-3-carboxylate CC=1C=CC=2N(C1)N=CC2C(=O)ON2N=NC=1C2=NC=CC1